C(C1=CC=CC=C1)[N+](=CC1=C(C=CC=C1)OC)[O-] N-benzyl-alpha-(2-methoxyphenyl)nitrone